N-methoxypropylamine CONCCC